6-(3-Chloro-6-(difluoromethyl)-2-fluorophenyl)-3-methyl-N-(1-((5-methyl-6-((1R,5S)-2-oxo-3-azabicyclo[3.1.0]hexan-3-yl)pyridin-3-yl)methyl)-1H-pyrazol-4-yl)pyrazine-2-carboxamide ClC=1C(=C(C(=CC1)C(F)F)C1=CN=C(C(=N1)C(=O)NC=1C=NN(C1)CC=1C=NC(=C(C1)C)N1C([C@@H]2C[C@@H]2C1)=O)C)F